C(CC)OC(C)OCC(C)N 1-(1-propoxyethoxy)-propan-2-amine